NC=1C(=C(C=CC1)C1=NC=CC(=C1Cl)C1N(CCC2=C1N=C(N2C)C(=O)N)C2COC2)C (2-(3-amino-2-methylphenyl)-3-chloropyridin-4-yl)-1-methyl-5-(oxetan-3-yl)-4,5,6,7-tetrahydro-1H-imidazo[4,5-c]pyridine-2-carboxamide